BrC=1C=C2C(=NC1)C(C(N2C2CC(C2)(C#N)N2CCCCC2)=O)(C)C (1s,3s)-3-(6-bromo-3,3-dimethyl-2-oxo-2,3-dihydro-1H-pyrrolo[3,2-b]pyridin-1-yl)-1-(piperidin-1-yl)cyclobutan-1-carbonitrile